methyl 1-(5-((2-chloro-4-cyclopropylbenzyl)oxy)-2,3-dihydro-1H-inden-1-yl)azetidine-3-carboxylate ClC1=C(COC=2C=C3CCC(C3=CC2)N2CC(C2)C(=O)OC)C=CC(=C1)C1CC1